6-(2,3-dichlorophenyl)-5-methylpyrazin-2-ol ClC1=C(C=CC=C1Cl)C1=C(N=CC(=N1)O)C